methyl-4,6-nonanediol dibenzoate C(C1=CC=CC=C1)(=O)OC(CCCC)CC(CCC)OC(C1=CC=CC=C1)=O